C(C)OC1=NC=CC=C1C1=NC(=C(C=C1)O)[N+](=O)[O-] 2'-ethoxy-6-nitro-[2,3'-bipyridin]-5-ol